[Na].C1(=CC=CC=C1)C=1N=C(SC1OC1=CC(=NC=C1)NC1=CC=C(C(=O)N)C=C1)C(F)(F)F 4-((4-((4-Phenyl-2-(trifluoromethyl)thiazol-5-yl)oxy)pyridin-2-yl)amino)benzamide Sodium